4-(4-bromophenyl)-2-methylbutan-2-ol BrC1=CC=C(C=C1)CCC(C)(O)C